COC1=CC=C(CNC(=O)NC2CC3(CN(C3)C(CC3=C(C=CC=C3)OC)=O)C2)C=C1 1-(4-methoxybenzyl)-3-(2-(2-(2-methoxyphenyl)acetyl)-2-azaspiro[3.3]heptan-6-yl)urea